3-bromo-6-chloro-1-cyclopropyl-7-fluoro-1H-pyrrolo[3,2-c]pyridine BrC1=CN(C2=C1C=NC(=C2F)Cl)C2CC2